tert-butyl ((8-((3-((1s,3s)-3-(cyanomethyl)-1-(4-methyl-4H-1,2,4-triazol-3-yl)cyclobutyl) phenyl)carbamoyl)-[1,2,4]triazolo[1,5-a]pyridin-6-yl)methyl)(1-methylcyclopropyl)carbamate C(#N)CC1CC(C1)(C1=NN=CN1C)C=1C=C(C=CC1)NC(=O)C=1C=2N(C=C(C1)CN(C(OC(C)(C)C)=O)C1(CC1)C)N=CN2